NC=1C=2N(C=CN1)C(=NC2C2=C(C=C(C=C2)C(NC2=NN(C(=C2)C(F)(F)F)C)=O)OCC)[C@H]2C[C@@](CC2)(C(=O)O)C(C)C (1R,3R)-3-[8-amino-1-(2-ethoxy-4-{[1-methyl-5-(trifluoromethyl)-1H-pyrazol-3-yl]carbamoyl}phenyl)imidazo[1,5-a]pyrazin-3-yl]-1-(1-methylethyl)cyclopentanecarboxylic acid